C(C)(C)(C)OC(=O)NCC1=C(C=C(C=C1)C1=NC=NN2C1=CC(=C2)OC2CC(C2)C(=O)OC)C methyl 3-[4-[4-[(tert-butoxycarbonylamino)methyl]-3-methyl-phenyl]pyrrolo[2,1-f][1,2,4]triazin-6-yl]oxycyclobutanecarboxylate